O=C(CCCCCN(CCCCCCCC(=O)OC(CCCCCCCC)CCCCCCCC)CCN1CCNCC1)OCCCCCCCCCCC 1-octylnonyl 8-[(6-oxo-6-undecoxy-hexyl)-(2-piperazin-1-ylethyl)amino]octanoate